5-chloro-1-((5-(2-methoxypyridin-4-yl)pyrazine-2-yl)methyl)-1H-indazole-7-carboxylic acid methyl ester COC(=O)C=1C=C(C=C2C=NN(C12)CC1=NC=C(N=C1)C1=CC(=NC=C1)OC)Cl